Triglycerol trioleate C(CCCCCCC\C=C/CCCCCCCC)(=O)O.C(CCCCCCC\C=C/CCCCCCCC)(=O)O.C(CCCCCCC\C=C/CCCCCCCC)(=O)O.OCC(O)CO.OCC(O)CO.OCC(O)CO